C(CCCCCCC)N(C(CCC)=O)CCCCCCCC N,N-dioctylbutyramide